2-[4-chloro-5-fluoro-1'-(1H-indazole-5-carbonyl)-2-oxospiro[indole-3,4'-piperidin]-1-yl]-N-(1-cyanocyclopropyl)acetamide ClC1=C2C(=CC=C1F)N(C(C21CCN(CC1)C(=O)C=1C=C2C=NNC2=CC1)=O)CC(=O)NC1(CC1)C#N